[5-(2-chloro-3-fluoro-phenyl)-3-(2-methylmethanesulfinyl-ethyl)-2,4-dioxo-3,4-dihydro-2H-pyrimidin-1-yl]-acetate ClC1=C(C=CC=C1F)C=1C(N(C(N(C1)CC(=O)[O-])=O)CCS(=O)CC)=O